2-[1-[3-[6-(pyrimidin-2-ylmethoxy)pyridazin-3-yl]pyrazin-2-yl]ethyl]isoindoline-1,3-dione N1=C(N=CC=C1)COC1=CC=C(N=N1)C=1C(=NC=CN1)C(C)N1C(C2=CC=CC=C2C1=O)=O